SC(C[Si](OC)(OC)OC)C (β-Mercaptopropyl)-trimethoxysilane